12-Hydroxy dodecyl phosphate C(CCCCCCOP(=O)(OCCCCCCCCCCCCO)OCCCCCCCCCCCCO)CCCCCO